C1(CC1)C(CNC(=O)C=1C=C2C=C(C=NC2=C(C1)OC)C)(O)C1=NC(=C(C(=C1)C(C)(C)O)F)C1=CC(=C(C=C1)F)F (-)-N-{2-cyclopropyl-2-[6-(3,4-difluorophenyl)-5-fluoro-4-(2-hydroxypropan-2-yl)pyridin-2-yl]-2-hydroxyethyl}-8-methoxy-3-methylquinoline-6-carboxamide